N1B(NC2=C3C1=CC=CC3=CC=C2)C2=CC=C(C=C2)C=2C(=NC=CC2)N 3-(4-(1H-naphtho[1,8-de][1,3,2]diazaborinin-2(3H)-yl)phenyl)pyridin-2-amine